C(CCCCCCC)(=O)O.OCC(O)CO glycerin caprylate